3-bromo-1-methyl-5-phenylpyrrolo[3,4-c]pyrazole-4,6(1H,5H)-dione BrC=1C2=C(N(N1)C)C(N(C2=O)C2=CC=CC=C2)=O